2-(6-Bromo-8-fluoroimidazo[1,2-a]pyridin-3-yl)-5-(difluoromethyl)-1,3,4-oxadiazole BrC=1C=C(C=2N(C1)C(=CN2)C=2OC(=NN2)C(F)F)F